(S)-2-((tert-butoxycarbonyl)amino)-3-morpholinopropionic acid C(C)(C)(C)OC(=O)N[C@H](C(=O)O)CN1CCOCC1